FC1CCNCC1F 4,5-difluoropiperidine